N-[1-[(2R,5R)-5-[[bis(4-methoxyphenyl)-phenyl-methoxy]methyl]-4-[2-cyanoethoxy-(diisopropylamino)phosphanyl]oxy-3,3-difluoro-tetrahydrofuran-2-yl]-2-oxo-pyrimidin-4-yl]benzamide COC1=CC=C(C=C1)C(OC[C@@H]1C(C([C@@H](O1)N1C(N=C(C=C1)NC(C1=CC=CC=C1)=O)=O)(F)F)OP(N(C(C)C)C(C)C)OCCC#N)(C1=CC=CC=C1)C1=CC=C(C=C1)OC